CC[N+]1=NN(C=C1)N.[N+](=O)([O-])[O-] 1-amino-3-ethyl-1,2,3-triazolium nitrate